C1(CCC1)C1=CC=C2C=C(C(=NC2=C1C1=NN(C=C1)C1OCCCC1)OC)C(=O)OCC ethyl 7-cyclobutyl-2-methoxy-8-[1-(3,4,5,6-tetrahydro-2H-pyran-2-yl)pyrazol-3-yl]quinoline-3-carboxylate